NC\C=C(\CN1C=NC2=C1C=C(C=C2C=2C(=C(C=CC2)CO)Cl)C(F)(F)F)/F (Z)-(3-(1-(4-amino-2-fluorobut-2-en-1-yl)-6-(trifluoromethyl)-1H-benzo[d]imidazol-4-yl)-2-chlorophenyl)methanol